CC(C=C)C=1C(=C(C=CC1)C(C)=O)O 1-(3-(but-3-en-2-yl)-2-hydroxyphenyl)ethan-1-one